C(C1=CC=CC=C1)N1CCC2(CC(C2)NS(=O)(=O)C=2C=NC(=CC2)N2CCOCC2)CC1 N-(7-Benzyl-7-azaspiro[3.5]nonan-2-yl)-6-morpholinopyridine-3-sulfonamide